N[C@@H](CCCNC(=O)N)C(=O)O (E)-L-citrulline